5-methoxy-1,3-dimethyl-7-(prop-1-en-2-yl)quinolin COC1=C2C=C(CN(C2=CC(=C1)C(=C)C)C)C